CC1=C(C=C(N=N1)C=1C(NC(NC1)=O)=O)N1CC(OCC1)C1=CC=C(C=C1)C(F)(F)F 5-[6-methyl-5-[2-[4-(trifluoromethyl)phenyl]morpholin-4-yl]pyridazin-3-yl]-1H-pyrimidine-2,4-dione